COC(=O)C1=CN=C(N=N1)SC 3-(methylthio)-1,2,4-triazine-6-carboxylic acid methyl ester